Dichloro-6-methyl-7-fluoroquinoxaline ClC=1C(=NC2=CC(=C(C=C2N1)C)F)Cl